2-(2-aminopyrimidin-5-yl)-5-(5-methyl-1H-indazol-4-yl)-1H-pyrrolo[2,3-b]pyridine-4-carbonitrile NC1=NC=C(C=N1)C1=CC2=C(N=CC(=C2C#N)C2=C3C=NNC3=CC=C2C)N1